Ethyl 2-((4-chlorophenethyl)(methyl)amino)pyrimidine-5-carboxylate ClC1=CC=C(CCN(C2=NC=C(C=N2)C(=O)OCC)C)C=C1